CN(C=CC(=O)C1CN(C(C=2N(C1)N=C1C2CN(CC1)C(=O)OC(C)(C)C)=O)C)C tert-Butyl 8-(3-(dimethylamino)acryloyl)-10-methyl-11-oxo-3,4,8,9,10,11-hexahydro-1H-pyrido[4',3':3,4]pyrazolo[1,5-a][1,4]diazepine-2(7H)-carboxylate